BrC=1C(=C(C(N(N1)CC1=CC=C(C=C1)OC)=O)Cl)NCC1CC1 6-bromo-4-chloro-5-((cyclopropylmethyl)amino)-2-(4-methoxybenzyl)pyridazin-3(2H)-one